6-{8-[(2-cyano-2-methylideneethyl)amino]-7-methoxynaphthalen-2-yl}-N-methyl-N-(1-methylpiperidin-4-yl)pyridine-2-carboxamide C(#N)C(CNC=1C(=CC=C2C=CC(=CC12)C1=CC=CC(=N1)C(=O)N(C1CCN(CC1)C)C)OC)=C